4-(methylsulfonyl)pyridazine-3-carboxamide CS(=O)(=O)C1=C(N=NC=C1)C(=O)N